14-methyl-7-oxo-5-{4-[(1-oxo-eicosyl) oxy] butyl}-6-oxa-8,11,14-triazapentadec-1-yl eicosanoate C(CCCCCCCCCCCCCCCCCCC)(=O)OCCCCC(OC(NCCNCCN(C)C)=O)CCCCOC(CCCCCCCCCCCCCCCCCCC)=O